terbium-sodium [Na].[Tb]